N'-(2-chloro-5-fluorophenyl)-4-[[[1-(cyclopropylmethyl)piperidin-4-yl]methyl]amino]-6-(6-methoxy-4-methylpyridin-3-yl)pyrrolo[1,2-b]pyridazine-3-carboximidamide ClC1=C(C=C(C=C1)F)N=C(N)C1=C(C=2N(N=C1)C=C(C2)C=2C=NC(=CC2C)OC)NCC2CCN(CC2)CC2CC2